2-Amino-5-fluoro-4-(5-fluoro-3-((2S,3S)-3-(iso-propylamino)-2-meth-ylpyrrolidin-1-yl)-7,9-dihydrofuro[3,4-f]quinazolin-6-yl)benzo[b]-thiophene-3-carbonitrile NC1=C(C2=C(S1)C=CC(=C2C=2C1=C(C=3C=NC(=NC3C2F)N2[C@H]([C@H](CC2)NC(C)C)C)COC1)F)C#N